N1C(=NCC1)CN1CC2=CC(=CC=C2C2(CCN(CC2)C2CCC(CC2)C(C)C)C1=O)OC(C)C 2-((4,5-dihydro-1H-imidazol-2-yl)methyl)-7-isopropoxy-1'-((1s,4s)-4-isopropyl-cyclohexyl)-1,2-dihydro-3H-spiro[isoquinoline-4,4'-piperidin]-3-one